(R)-6-(5-(4-(cyclopropylmethyl)-2-methylpiperazin-1-yl)-4-fluoro-3-isopropyl-1H-pyrrolo[2,3-c]pyridin-2-yl)-8-methoxy-[1,2,4]triazolo[1,5-a]pyridine C1(CC1)CN1C[C@H](N(CC1)C=1C(=C2C(=CN1)NC(=C2C(C)C)C=2C=C(C=1N(C2)N=CN1)OC)F)C